CO[C@@H]1CN(CC1)C(=O)[C@H]1[C@@H](CCCC1)C(=O)N[C@H](C(=O)O)CNC(=O)[C@H]1CN(CCC1)CCCC1=NC=2NCCCC2C=C1 (S)-2-((1R,2R)-2-((S)-3-methoxypyrrolidine-1-carbonyl)cyclohexane-1-carboxamido)-3-((R)-1-(3-(5,6,7,8-tetrahydro-1,8-naphthyridin-2-yl)propyl)piperidine-3-carboxamido)propanoic acid